FC(C1=CC=NN1C=1C=C(C=CC1)C1=NC(=NO1)[C@@H]1CC12CCN(CC2)S(=O)(=O)N)(F)F (1R)-1-(5-{3-[5-(trifluoromethyl)-1H-pyrazol-1-yl]phenyl}-1,2,4-oxadiazol-3-yl)-6-azaspiro[2.5]octane-6-sulfonamide